N1[13C@@H](CCC1)C(=O)O prolin-13C1